(R)-N-(1-(3-(allyloxy)phenyl)ethyl)-2-(6-(5-chloro-2-((oxan-4-yl)amino)pyrimidin-4-yl)-1-oxoisoindolin-2-yl)acetamide C(C=C)OC=1C=C(C=CC1)[C@@H](C)NC(CN1C(C2=CC(=CC=C2C1)C1=NC(=NC=C1Cl)NC1CCOCC1)=O)=O